C(C)OC(=O)\N=C(/SCC=O)\NC1=CC=C2CCN(CC2=C1)C(=O)OC(C)(C)C (Z)-tert-butyl 7-((((ethoxycarbonyl)imino)((2-oxoethyl)thio)methyl) amino)-3,4-dihydroisoquinoline-2(1H)-carboxylate